(R) and (S)-2-(7-azaspiro[3.5]nonan-1-yl)isoindoline-1,3-dione [C@H]1(CCC12CCNCC2)N2C(C1=CC=CC=C1C2=O)=O |r|